CC=1C2=C(OC1C(=O)N1CCCCC1)C1=CC=CC=C1C(C2=O)=O 3-methyl-2-(piperidine-1-carbonyl)naphtho[1,2-b]furan-4,5-dione